C1C(CC2=CC=CC=C12)CN1[C@H]([C@H]([C@@H]([C@H](C1)O)O)O)CO (2S,3R,4R,5S)-1-((2,3-dihydro-1H-inden-2-yl)methyl)-2-(hydroxymethyl)piperidine-3,4,5-triol